Pyrido[3,4-b][1,4]Oxazine N=1C2=C(OCC1)C=NC=C2